C(C)(C)(C)OC(=O)N1C[C@@H](N(CC1)CC1=CC(=C(C=C1)Cl)Br)C (S)-4-(3-bromo-4-chlorobenzyl)-3-methylpiperazine-1-carboxylic acid tert-butyl ester